Cl.N1=CN=C(C=C1)N Pyrimidin-4-amine hydrochloride